CNC(C)C1=NC=C(C=C1)C#C[Si](C)(C)C N-methyl-1-(5-((trimethylsilyl)ethynyl)pyridin-2-yl)ethan-1-amine